(S)-N-(((R)-5-morpholino-1,2,3,4-tetrahydroisoquinolin-3-yl)methyl)-N-(4,4,4-trifluorobutyl)-5,6,7,8-tetrahydroquinolin-8-amine O1CCN(CC1)C1=C2C[C@@H](NCC2=CC=C1)CN([C@H]1CCCC=2C=CC=NC12)CCCC(F)(F)F